5-(2-isopropoxyacetyl)-N-((S)-3-oxo-1-((S)-2-oxopyrrolidin-3-yl)-4-(trifluoromethoxy)butan-2-yl)-5-azaspiro[2.4]heptane-6-carboxamide C(C)(C)OCC(=O)N1CC2(CC2)CC1C(=O)N[C@@H](C[C@H]1C(NCC1)=O)C(COC(F)(F)F)=O